ClC=1C=C(C(=O)O)C=CC1C1(COC1)NC(=O)C=1N(C2=CC(=C(C(=C2C1)Cl)C)OC)C 3-chloro-4-[3-(4-chloro-6-methoxy-1,5-dimethyl-1H-indole-2-amido)oxetan-3-yl]benzoic acid